FC(C1=CC=C(C=C1)C1NCC2(C3=CC=C(C=C13)C(=O)O)CC2)(F)F (4-(trifluoromethyl)phenyl)-2',3'-dihydro-1'H-spiro[cyclopropane-1,4'-isoquinoline]-7'-carboxylic acid